1-((1r,4S)-4-methylcyclohexyl)-2-oxoethyl-carbamic acid tert-butyl ester C(C)(C)(C)OC(NC(C=O)C1CCC(CC1)C)=O